FC1=CC=C(C=C1)C=CC(C=C)=O 5-(4-fluorophenyl)-1,4-pentadien-3-one